(1R,3R)-2-(bicyclo[1.1.1]pentan-1-yl)-1-(2,6-difluoro-4-((1-(3-fluoropropyl)azetidin-3-yl)oxy)phenyl)-3-methyl-2,3,4,9-tetrahydro-1H-pyrido[3,4-b]indole C12(CC(C1)C2)N2[C@@H](C=1NC3=CC=CC=C3C1C[C@H]2C)C2=C(C=C(C=C2F)OC2CN(C2)CCCF)F